OC=1C=C(C=CC1)C=1C(OC2=CC=C(C=C2C1C)O)C1=CC=C(C=C1)\C=C/CN1CCN(CC1)C 3-(3-Hydroxyphenyl)-4-methyl-2-{4-[(Z)-3-(4-methylpiperazin-1-yl)propenyl]phenyl}-2H-chromen-6-ol